[O].[Cu].[Ba].[Gd] Gadolinium barium copper oxygen